Monoacrylphosphine C(=O)(C=C)P